Cl.C(C)C=1N(C(=NN1)C(=O)N)C1=CC=C(C=C1)CC1CCNCC1 ethyl-4-(4-(piperidin-4-ylmethyl)phenyl)-4H-1,2,4-triazole-3-carboxamide hydrochloride